2-(3-(1-((1R,2R,3R,5R)-6,6-difluoro-2-methoxy-8-azabicyclo[3.2.1]octan-3-yl)vinyl)-1,2,4-triazin-6-yl)-5-(1H-imidazol-1-yl)phenol FC1([C@H]2C[C@@H]([C@H]([C@@H](C1)N2)OC)C(=C)C=2N=NC(=CN2)C2=C(C=C(C=C2)N2C=NC=C2)O)F